FC=1C=C(C=C(C1)F)N(C1=CC=C2C(=C(CN(C2=C1)C1=CC=CC=C1)C(C(F)(F)F)=O)O)C1=CC(=CC(=C1)F)F 7-[bis(3,5-difluorophenyl)amino]-4-hydroxy-1-phenyl-3-(2,2,2-trifluoroethan-1-one-1-yl)quinoline